BrC1=NC=C(C=C1)CO[Si](C)(C)C(C)(C)C 2-bromo-5-(((tert-butyldimethylsilyl)oxy)methyl)pyridine